5-((4-(((trans)-2-cyanocyclohexyl)amino)-5-methylpyrimidin-2-yl)amino)benzonitrile C(#N)[C@H]1[C@@H](CCCC1)NC1=NC(=NC=C1C)NC=1C=CC=C(C#N)C1